3-(oxetan-3-yl)urea O1CC(C1)NC(N)=O